NCCCC(CCCCN)CN 1,8-Diamino-4-(aminomethyl)octan